5-(Benzo[d][1,3]dioxol-5-ylmethyl)pyrimidine-2,4,6(1H,3H,5H)-trione O1COC2=C1C=CC(=C2)CC2C(NC(NC2=O)=O)=O